COC(\C(=C\OC)\C1=C(C(=CC=C1)Cl)CBr)=O methyl-(E)-2-[2-(bromomethyl)-3-chloro-phenyl]-3-methoxy-prop-2-enoate